Ethyl-3-bromo-2-(3-cyanophenyl)pyrazolo[1,5-a]Pyrimidine C(C)C1=NC=2N(C=C1)N=C(C2Br)C2=CC(=CC=C2)C#N